COC(C1=C(C=C(C(=C1)F)C1=CC=CC=2CN(COC21)C(C2=C(C=C(C=C2Cl)F)Cl)=O)N2CCOCC2)=O 4-[3-(2,6-Dichloro-4-fluorobenzoyl)-2,4-dihydro-1,3-benzoxazin-8-yl]-5-fluoro-2-morpholin-4-ylbenzoic acid methyl ester